C(C)(C)N1C(NC(CC1=O)=O)=O 1-Isopropylpyrimidine-2,4,6(1H,3H,5H)-trione